DL-β-phenyllactic acid C1(=CC=CC=C1)C[C@H](C(=O)O)O |r|